4-(2-methoxyphenyl)-6-methylnicotinamide COC1=C(C=CC=C1)C1=CC(=NC=C1C(=O)N)C